6-nitro-1,2-benzisoxazole-3-carboxylic acid [N+](=O)([O-])C1=CC2=C(C(=NO2)C(=O)O)C=C1